2'-(2,6-dioxopiperidin-3-yl)-5',7'-dihydro-1'H-spiro[azepane-4,6'-cyclopenta[f]isoindole]-1',3'(2'H)-dione O=C1NC(CCC1N1C(C=2C=C3C(=CC2C1=O)CC1(C3)CCNCCC1)=O)=O